Acetic acid (Z)-3,7-dimethyloct-2,6-dien-1-yl ester C/C(=C/COC(C)=O)/CCC=C(C)C